N-[3-(pyrazin-2-ylmethyl)benzo[d]imidazol-5-yl]butanamide N1=C(C=NC=C1)CN1C=NC2=C1C=C(C=C2)NC(CCC)=O